IC1=CC=C(C=C1)CC(C(=O)NNC(=O)C=1OC2=C(C1C)C=CC=C2)NC(OC(C)(C)C)=O tert-butyl 3-(4-iodophenyl)-1-(2-(3-methylbenzofuran-2-carbonyl)hydrazinyl)-1-oxopropan-2-ylcarbamate